C(OC=1[C@@H]2CC[C@H](C(C1C1=C(C=C(C=C1)C#CC)OC)=O)C2)(OC)=O |r| (1RS,5SR)-3-[2-methoxy-4-(prop-1-yn-1-yl)phenyl]-4-oxobicyclo[3.2.1]oct-2-en-2-yl methyl carbonate